(1R,2S,5R)-1-amino-2-(((S)-2-amino-3-(1H-indol-3-yl)propanamido)methyl)-5-(2-boronoethyl)cyclohexane-1-carboxylic acid N[C@]1([C@@H](CC[C@H](C1)CCB(O)O)CNC([C@H](CC1=CNC2=CC=CC=C12)N)=O)C(=O)O